C(C)(=O)ON=C(C)C=1C=CC=2N(C3=CC=C(C=C3C2C1)C(C1=C(C=C(C=C1)OCCC(C(C(C)=O)(C)C)=O)C)=O)CC N-acetyloxy-1-[9-ethyl-6-{2-methyl-4-(3,3-dimethyl-2,4-dioxopentylmethyloxy)benzoyl}-9H-carbazol-3-yl]ethane-1-imine